N[C@H]1C(N(C2=C(C(C1)(F)F)C=C(C(=C2)C=2OC(=NN2)C2CN(CC(C2)(F)F)CCOC)F)CC2=CC=C(C=C2)C2=NC=C(C=C2)C(F)(F)F)=O (3R)-3-amino-8-[5-[5,5-difluoro-1-(2-methoxyethyl)-3-piperidyl]-1,3,4-oxadiazol-2-yl]-5,5,7-trifluoro-1-[[4-[5-(trifluoromethyl)-2-pyridyl]phenyl]methyl]-3,4-dihydro-1-benzazepin-2-one